OCC1(C2=CC=CC=C2C=2C=CC=CC12)CC1=CC=C(C=C1)CC1(C2=CC=CC=C2C=2C=CC=CC12)CO α,α'-bis-(9-hydroxymethylfluoren-9-yl)-1,4-xylene